di-n-dodecyl trisulfide C(CCCCCCCCCCC)SSSCCCCCCCCCCCC